BrC=1N=C(C(=NC1C)N1CCC2(CC1)[C@@H](C1=CC=CC=C1C2)NS(=O)C(C)(C)C)CO N-((S)-1'-(5-bromo-3-(hydroxymethyl)-6-methylpyrazin-2-yl)-1,3-dihydrospiro[indene-2,4'-piperidine]-1-yl)-2-methylpropane-2-sulfinamide